4-(2-epoxyethyl)vinylbenzocyclobutene C1C(O1)C=CC1=C2C(CC2)=CC=C1